ethyl (E)-2-(3-isobutyl-1-methyl-5-pyrazolylcarbonylamino)-5,5-dimethyl-3-hexenoate C(C(C)C)C1=NN(C(=C1)C(=O)NC(C(=O)OCC)\C=C\C(C)(C)C)C